FC1(CCN(CC1)C)COC1=NC(=NC=C1)NC=1C(=NN(C1)C(C#N)(C)C)C 2-(4-((4-((4-fluoro-1-methylpiperidin-4-yl)methoxy)pyrimidin-2-yl)amino)-3-methyl-1H-pyrazol-1-yl)-2-methylpropanenitrile